(E)-4-benzyl-3-(3-(3'-(trifluoromethyl)-[1,1'-biphenyl]-3-yl)propenoyl)oxazolidin-2-one C(C1=CC=CC=C1)C1N(C(OC1)=O)C(\C=C\C=1C=C(C=CC1)C1=CC(=CC=C1)C(F)(F)F)=O